F[P-](F)(F)(F)(F)F.[Fe+3].C1=CC=CC1.C1=CC=CC1.F[P-](F)(F)(F)(F)F.F[P-](F)(F)(F)(F)F bis(cyclopentadiene) iron (III) hexafluorophosphate